2,3-dihydro-4H-pyran O1CCCC=C1